Chlorocytosin ClNC1=NC(NC=C1)=O